4-[4-[[2-(4-Chlorophenyl)phenyl]-hydroxy-methyl]-1-piperidyl]-2-(1H-pyrrolo[2,3-b]pyridin-5-yloxy)benzoic acid ClC1=CC=C(C=C1)C1=C(C=CC=C1)C(C1CCN(CC1)C1=CC(=C(C(=O)O)C=C1)OC=1C=C2C(=NC1)NC=C2)O